3-bromo-2-(4-fluorophenyl)-5-(methylsulfonyl)-4,5,6,7-tetrahydropyrazolo[1,5-a]pyrazine BrC=1C(=NN2C1CN(CC2)S(=O)(=O)C)C2=CC=C(C=C2)F